[N+](=O)([O-])C1=CC=C(C=N1)C1=CCN(CC1)C(=O)OC(C)(C)C tert-Butyl 4-(6-Nitropyridin-3-yl)-5,6-dihydropyridine-1(2H)-carboxylate